3-{[2-(4-chlorophenyl)imidazo[1,2-a]pyridin-3-yl]-methyl}-3,8-diazabicyclo[3.2.1]octane dihydrochloride Cl.Cl.ClC1=CC=C(C=C1)C=1N=C2N(C=CC=C2)C1CN1CC2CCC(C1)N2